methyl (S)-6-((3-methylpiperidin-1-yl)methyl)imidazo[1,2-a]pyridine-8-carboxylate C[C@@H]1CN(CCC1)CC=1C=C(C=2N(C1)C=CN2)C(=O)OC